ClC=1C=C(C=CC1F)NC1=NC=NC2=CC(=C(C=C12)O[C@@H]1CC[C@H](CC1)NS(=O)(=O)CC)OC 4-[(3-chloro-4-fluoro-phenyl)amino]-6-(trans-4-ethanesulfonylamino-cyclohex-1-yloxy)-7-methoxy-quinazoline